C(C)(C)(C)OC(=O)N1CCN(CC1)C(=O)C1CC(CC1)C(=O)O 3-(4-(tert-Butoxycarbonyl)piperazine-1-carbonyl)cyclopentane-1-carboxylic acid